2-Bromo-5-fluoro-4-nitropyridine 1-oxide BrC1=[N+](C=C(C(=C1)[N+](=O)[O-])F)[O-]